2-amino-N-(4-(2-methyl-1,2,3,4-tetrahydroisoquinolin-6-yl)thiazol-2-yl)acetamide NCC(=O)NC=1SC=C(N1)C=1C=C2CCN(CC2=CC1)C